COC1=CC=C(CNC2CCCCC2)C=C1 N-(4-methoxybenzyl)cyclohexylamine